3-[[4-[(E)-3-(3-Bromo-4-fluorophenyl)prop-2-enoyl]phenyl]sulfonylamino]propanoic acid BrC=1C=C(C=CC1F)/C=C/C(=O)C1=CC=C(C=C1)S(=O)(=O)NCCC(=O)O